C12OCC(N(C1)C1=NC=CC(=C1)N1N=CC3=CC=C(C=C13)OC1C=3C=CC(=CC3CCC1)C#N)C2 5-((1-(2-(2-Oxa-5-azabicyclo[2.2.1]heptan-5-yl)pyridin-4-yl)1H-indazol-6-yl)oxy)-5,6,7,8-tetrahydronaphthalene-2-carbonitrile